N[C@@H](CNC1=NC(=C2C(=N1)N(N=C2)C)NC2CC(C2)OC)C2=CC=CC=C2 N6-[(2R)-2-amino-2-phenyl-ethyl]-N4-(3-methoxycyclobutyl)-1-methyl-pyrazolo[3,4-d]pyrimidine-4,6-diamine